C(C=C)(=O)OCCC(C)OC=C 3-vinyloxybutyl acrylate